ClC=1C=C(CN2N=C3C4=C(CCC3=C2)OC(=C4C)C(=O)NC4=C(C(=CC=C4)C)C)C=CC1 2-(3-chlorobenzyl)-N-(2,3-dimethylphenyl)-8-methyl-4,5-dihydro-2H-furo[2,3-g]indazole-7-carboxamide